4-(7-((3-(2,2-difluoro-7-azaspiro[3.5]nonan-7-yl)propyl)amino)thieno[3,2-b]pyridin-5-yl)-N,N-diethyl-2-fluorobenzamide FC1(CC2(C1)CCN(CC2)CCCNC2=C1C(=NC(=C2)C2=CC(=C(C(=O)N(CC)CC)C=C2)F)C=CS1)F